C(C)(C)(C)OC(=O)NC[C@H](CO[Si](C)(C)C(C)(C)C)[C@]1(CN(C(C2=CC=C(C=C12)Cl)=O)CC1=C(C=C(C=C1)OC)OC)C(=O)OC |&1:19| methyl (4SR)-4-[(1R)-1-[(tert-butoxycarbonylamino)methyl]-2-[tert-butyl(dimethyl)silyl]oxy-ethyl]-6-chloro-2-[(2,4-dimethoxyphenyl)methyl]-1-oxo-3H-isoquinoline-4-carboxylate